N[C@@H]1[C@@H](N(CC1)C(=O)OC(C)(C)C)CC1=C(C(=CC=C1)Br)F Tert-Butyl (2S,3S)-3-amino-2-(3-bromo-2-fluorobenzyl)pyrrolidine-1-carboxylate